Cl.NCC=1C=C2CN(C(C2=CC1F)=O)C1C(NC(CC1)=O)=O 3-[5-(aminomethyl)-6-fluoro-1-oxo-2,3-dihydro-1H-isoindol-2-yl]piperidine-2,6-dione hydrochloride